COC1=NC(=NC(=C1)OC)OC1=C(C=O)C=CC=C1 2-(4,6-dimethoxypyrimidin-2-yloxy)benzaldehyde